6-chloro-4-((4-(3-hydroxyoxetan-3-yl)phenyl)amino)pyridazine-3-carboxylic acid methyl ester COC(=O)C=1N=NC(=CC1NC1=CC=C(C=C1)C1(COC1)O)Cl